1-methyl-5-benzotriazolol CN1N=NC2=C1C=CC(=C2)O